4-(piperazin-1-yl)-7,14-dioxa-10,19,20-triazatetracyclo[13.5.2.12,6.018,21]tricosa-1(20),2(23),3,5,15,17,21-heptaen-9-one N1(CCNCC1)C1=CC=2C3=NNC4=CC=C(OCCCNC(COC(=C1)C2)=O)C=C34